N-[3-[[1-(1,3-benzothiazol-2-yl)-2-[3-[(E)-N'-hydroxycarbamimidoyl]phenyl]ethyl]sulfamoyl]phenyl]-1H-pyrazole-5-carboxamide S1C(=NC2=C1C=CC=C2)C(CC2=CC(=CC=C2)\C(\N)=N/O)NS(=O)(=O)C=2C=C(C=CC2)NC(=O)C2=CC=NN2